t-Butylperoxyacetate C(C)(C)(C)OOC(C)=O